[O-]C=1C(=CC=CC1)C=1C([O-])=CC=CC1 biphenoxide